1,7-octadieneDiene C=CC=CC=CC=C